N[C@@H](C(=O)O)CNC(=O)C1=CC2=NC=CC(=C2S1)CO (R)-2-amino-3-[(7-hydroxymethylthieno[3,2-b]pyridine-2-carbonyl)amino]propionic acid